C(C1=CC=CC=C1)N1N=CC(=C1)C1=CC=C(C(=O)NCC(=O)N2CC3(OCCO3)C[C@H]2C(=O)NCC=2SC=C(C2)C(N)=N)C=C1 (S)-7-((4-(1-benzyl-1H-pyrazol-4-yl)benzoyl)glycyl)-N-((4-carbamimidoylthiophen-2-yl)methyl)-1,4-dioxa-7-azaspiro[4.4]nonane-8-carboxamide